[Cl-].[Cl-].[Cl-].C[PH+](C)C.C[PH+](C)C.C[PH+](C)C trimethyl-phosphonium trichloride